FC1=CC=C2C(=CNC2=C1)C=1C=C(SC1)C(CC(=O)O)=O 3-(4-(6-fluoro-1H-indol-3-yl)thiophen-2-yl)-3-oxopropanoic acid